FC(C(=O)O)(F)F.O=C1N(CC2=C1NC=1C=C(C=CC21)N2CCNCC2)C2C(NC(CC2)=O)=O 3-(3-oxo-6-(piperazin-1-yl)pyrrolo[3,4-b]indol-2(1H,3H,4H)-yl)piperidine-2,6-dione trifluoroacetate salt